C1(CCC1)CN1N=CC=C1C(=O)NC1=CC(=CC=C1)NS(=O)(=O)CCC 1-(cyclobutylmethyl)-N-(3-(propylsulfonamido)phenyl)-1H-pyrazole-5-carboxamide